CS(=O)(=O)OOS(=O)(=O)C mono(methylsulfonyl) peroxide